FC1=CC=CC2=C1N=C(S2)[C@H]2N(CCC1=C2N=CN1)C(=O)C=1C=NN2C1C=C(C=C2)OC (S)-(4-(4-fluorobenzo[d]thiazol-2-yl)-6,7-dihydro-1H-imidazo[4,5-c]pyridin-5(4H)-yl)(5-methoxypyrazolo[1,5-a]pyridin-3-yl)methanone